N-((5-((1-methyl-1H-imidazol-4-yl)ethynyl)pyridin-2-yl)methyl)cyclopropylamine CN1C=NC(=C1)C#CC=1C=CC(=NC1)CNC1CC1